5-{[(1Z)-2-methyl-1-[(4-phenoxyphenyl)methylidene]-1H-inden-3-yl]methyl}-1H-1,2,3,4-tetrazole CC=1/C(/C2=CC=CC=C2C1CC1=NN=NN1)=C/C1=CC=C(C=C1)OC1=CC=CC=C1